N-[1-(4-nitrophenyl)ethyl]Acetamide hydrochloride Cl.[N+](=O)([O-])C1=CC=C(C=C1)C(C)NC(C)=O